4R-trans-hydroxyproline O[C@H]1C[C@@H](NC1)C(=O)O